Cl.N[C@H](C(=O)O)CNC(CCCCCCCCCCCCCCCCC)=O (S)-2-amino-3-stearamidopropanoic acid HCl salt